COCCNC(CCCC1=NC=2NCCCC2C=C1)=O N-(2-methoxyethyl)-4-(5,6,7,8-tetrahydro-1,8-naphthyridin-2-yl)butanamide